[Ni].[Mn].[Al].[Cu] copper-aluminum-manganese-nickel